4-((2-chloro-3-(1,4-benzodioxan-6-yl)benzyloxy)-5-chloro-2-((5-cyanopyridin-3-yl)methoxy)benzyl)pyrrolidine-2-carboxylic acid ethyl ester C(C)OC(=O)C1NCC(C1)C(C1=C(C=CC(=C1)Cl)OCC=1C=NC=C(C1)C#N)OCC1=C(C(=CC=C1)C1=CC2=C(OCCO2)C=C1)Cl